C(C1=CC=CC=C1)OC(C=1C(C(=O)O)=CC=CC1)=O phthalic acid monobenzyl ester